Iridium (1+) 4-tert-butyl-2-(4-tert-butyl-2-pyridyl)pyridinium hexafluorophosphate F[P-](F)(F)(F)(F)F.C(C)(C)(C)C1=CC(=[NH+]C=C1)C1=NC=CC(=C1)C(C)(C)C.[Ir+].F[P-](F)(F)(F)(F)F